tellurium-cadmium-tellurium [Te].[Cd].[Te]